Br.FC1(C2COCCNC12)F 8,8-difluoro-5-oxa-2-azabicyclo[5.1.0]octane hydrobromide